(5'S,7a'R)-5'-(2-fluorophenyl)-1-((4-fluorophenyl)sulfonyl)tetrahydro-3'H-spiro[azetidine-3,2'-pyrrolo[2,1-b]oxazol]-3'-one FC1=C(C=CC=C1)[C@@H]1CC[C@H]2OC3(C(N21)=O)CN(C3)S(=O)(=O)C3=CC=C(C=C3)F